FC1=C(C=C(C(=C1)OC)S(=O)(=O)N1C=CC2=CC=CC(=C12)F)N1C(NC=2C(C1=O)=C(SC2)C(=O)O)=O 3-(2-fluoro-5-((7-fluoro-1H-indol-1-yl)sulfonyl)-4-methoxyphenyl)-2,4-dioxo-1H-thieno[3,4-d]pyrimidine-5-carboxylic acid